C12(CC3CC(CC(C1)C3)C2)C(=O)[O-] 1-adamantaneformate